N-(4-Methoxybenzyl)thiazol-4-amine COC1=CC=C(CNC=2N=CSC2)C=C1